diethyl ((4-(3-Chloro-4-fluoro-phenylamino)-7-(tetrahydrofuran-3-yloxy)-quinazoline-6-ylcarbamoyl)-methyl)-phosphonate ClC=1C=C(C=CC1F)NC1=NC=NC2=CC(=C(C=C12)NC(=O)CP(OCC)(OCC)=O)OC1COCC1